(2S)-2-amino-3-methyl-3-sulfanylbutanoic acid N[C@@H](C(=O)O)C(C)(S)C